1-(4-(3,6-dihydro-2H-pyran-4-yl)pyridin-2-yl)-5-(trifluoromethyl)-1H-pyrazole-4-carboxylic acid O1CCC(=CC1)C1=CC(=NC=C1)N1N=CC(=C1C(F)(F)F)C(=O)O